[Si](C)(C)(C(C)(C)C)OC1=C2C(OCC2=C(C(=C1C/C=C(/CCC(=O)OCCN1CCCC1)\C)OC)C)=O 2-(1-Pyrrolidinyl)ethyl E-6-(4-tert-butyldimethylsilyloxy-6-methoxy-7-methyl-3-oxo-1,3-dihydroisobenzofuran-5-yl)-4-methylhex-4-enoate